ClC1=C(C=CC=C1Cl)CN 1-(2,3-dichlorophenyl)methylamine